N=1C=2C(N=CC1)=CSC2 thieno[3,4-B]-pyrazine